methyl 8-bromo-3-oxo-3,4-dihydro-2H-benzo[b][1,4]oxazine-6-carboxylate BrC1=CC(=CC2=C1OCC(N2)=O)C(=O)OC